4-{5-[(2S)-2-amino-6-(methylamino)hexanamido]-2-azabicyclo[2.2.1]heptane-2-carbonyl}-N,2-dimethylbenzamide N[C@H](C(=O)NC1C2CN(C(C1)C2)C(=O)C2=CC(=C(C(=O)NC)C=C2)C)CCCCNC